[1,4]oxazepine-3-carboxamide O1C=C(N=CC=C1)C(=O)N